BrC=1C=C2C(=CC(N(C2=CC1)C)=O)Cl 6-bromo-4-chloro-1-methylquinolin-2(1H)-one